4-(7-(1-Benzylpiperidin-3-yl)pyrazolo[1,5-a]pyrimidin-2-yl)isothiazole C(C1=CC=CC=C1)N1CC(CCC1)C1=CC=NC=2N1N=C(C2)C=2C=NSC2